C12(CC3CC(CC(C1)C3)C2)NC2=CC=C(C=C2)[C@@H]2N([C@H](CC3=C2NC2=CC=CC=C32)C(=O)OC)C(C#C[Si](C)(C)C)=O methyl (1S,3R)-1-(4-(((3R,5R,7R)-adamantan-1-yl)amino)phenyl)-2-(3-(trimethylsilyl)propioloyl)-2,3,4,9-tetrahydro-1H-pyrido[3,4-b]indole-3-carboxylate